FC=1C=C(C=C2CNC(C12)=O)C1=CC2=C(OC3=C2CCCC3N[C@H](C)C3=CC=CC=C3)C=C1 7-fluoro-5-(6-(((R)-1-phenylethyl)amino)-6,7,8,9-tetrahydrodibenzo[b,d]furan-2-yl)isoindolin-1-one